(S)-10-camphorsulfonic acid [C@]12(C(=O)CC(CC1)C2(C)C)CS(=O)(=O)O